FC1=C(C(=CC(=C1C)OC1=NC=CC=C1C1=NC(=NC=C1)N[C@@H]1CNC[C@@](C1)(C)F)F)NS(=O)(=O)CC1=CC=CC=C1 N-(2,6-difluoro-4-((3-(2-(((3S,5S)-5-fluoro-5-methylpiperidin-3-yl)amino)pyrimidin-4-yl)pyridin-2-yl)oxy)-3-methylphenyl)-1-phenylmethanesulfonamide